Pentyl ((2S)-3-cyclohexyl-1-(((2S)-1-(diethoxyphosphoryl)-5-(2,3-dihydrobenzo[f][1,4]oxazepin-4(5H)-yl)-1-hydroxy-5-oxopentan-2-yl)amino)-1-oxopropan-2-yl)carbamate C1(CCCCC1)C[C@@H](C(=O)N[C@H](C(O)P(=O)(OCC)OCC)CCC(=O)N1CCOC2=C(C1)C=CC=C2)NC(OCCCCC)=O